OC1CN(C1)C(=O)O[C@@H]1CC[C@H](CC1)C(N(C[C@@H]1CC[C@H](CC1)C1=CC(=C(C=C1)OC)C)C1=CC(=CC=C1)C1=CN=C(S1)C1CC1)=O trans-4-((3-(2-Cyclopropylthiazol-5-yl)phenyl)((trans-4-(4-methoxy-3-methylphenyl)cyclohexyl)methyl) carbamoyl)cyclohexyl 3-hydroxyazetidine-1-carboxylate